N-{4-[(3-chloro-1H-pyrrolo[2,3-b]pyridin-4-yl)oxy]-3,5-difluorophenyl}-4,5-dihydro-1H-imidazol-2-amine ClC1=CNC2=NC=CC(=C21)OC2=C(C=C(C=C2F)NC=2NCCN2)F